FC(C1=CC2=C(N=C(N=C2)NC2C(CN(CC2([2H])[2H])S(=O)(=O)C)([2H])[2H])N(C1=O)[C@H]1[C@](CCC1)(C)O)F (-)-6-(difluoromethyl)-8-((1R,2R)-2-hydroxy-2-methylcyclopentyl)-2-((1-(methylsulfonyl)piperidin-4-yl-3,3,5,5-d4)amino)pyrido[2,3-d]pyrimidin-7(8H)-one